CC1(OC2=C(C1)C(=C(C(=C2C)C)S(=O)(=O)NC(=N)C=2C=C(C(=O)O)C=CC2)C)C 3-(N-((2,2,4,6,7-pentamethyl-2,3-dihydrobenzofuran-5-yl)sulfonyl)carbamimidoyl)benzoic acid